ClC1=C(C=CC=C1)S(=O)(=O)N1CCN(CC1)C(COC1=C(C=C(C=O)C=C1)OC)=O 4-(2-(4-((2-chlorophenyl)sulfonyl)piperazin-1-yl)-2-oxoethoxy)-3-methoxybenzaldehyde